tert-butyl 3-(2-(2-(2-((4-(2,5-dioxo-2,5-dihydro-1H-pyrrol-1-yl)phenyl)sulfonamido)ethoxy)ethoxy)ethoxy)propanoate O=C1N(C(C=C1)=O)C1=CC=C(C=C1)S(=O)(=O)NCCOCCOCCOCCC(=O)OC(C)(C)C